C(N1CC(C1)OC1=C(C(=CC(=C1F)F)F)F)([2H])([2H])[2H] 1-(2H3)Methyl-3-(2,3,5,6-tetrafluorophenoxy)azetidine